[6-(3-cyclopropyl-1,2,4-triazol-1-yl)-2-azaspiro[3.3]heptan-2-yl]-[7-[[5-(trifluoromethyl)-2-pyridyl]methyl]-2,7-diazaspiro[3.5]nonan-2-yl]methanone C1(CC1)C1=NN(C=N1)C1CC2(CN(C2)C(=O)N2CC3(C2)CCN(CC3)CC3=NC=C(C=C3)C(F)(F)F)C1